FC1(CC2(CN(C2)C2=CC=C(C=N2)C2=NNC3=CC=C(C=C23)O[C@H](C)C2=C3C(=NC=C2F)NC=C3)C1)F (R)-3-(6-(6,6-difluoro-2-azaspiro[3.3]heptan-2-yl)pyridin-3-yl)-5-(1-(5-fluoro-1H-pyrrolo[2,3-b]pyridin-4-yl)ethoxy)-1H-indazole